ClC=1C=C2C(C(=CN(C2=NC1Cl)C1=NC=CN=C1)C(=O)OCC)=O ethyl 6,7-dichloro-4-oxo-1-(pyrazin-2-yl)-1,8-naphthyridine-3-carboxylate